[Ca+2].C(C)C1C(C(CCC1)C(=O)[O-])C(=O)[O-] 3-ethylcyclohexane-1,2-dicarboxylic acid, calcium salt